tert-Butyl N-[(1S)-4-(6-bromo-1-oxo-2-isoquinolyl)-1-methyl-butyl]carbamate BrC=1C=C2C=CN(C(C2=CC1)=O)CCC[C@H](C)NC(OC(C)(C)C)=O